BrC=1C2=C(OC1)C1=CC=CC=C1C=C2 3-bromonaphtho[1,2-b]furan